((2S,4S)-4-(8-chloro-7-(8-chloronaphthalen-1-yl)-6-fluoro-4-((S)-1-((S)-1-methylpyrrolidin-2-yl)ethoxy)-1H-pyrazolo[4,3-c]quinolin-1-yl)piperidin-2-yl)acetonitrile ClC1=CC=2C3=C(C(=NC2C(=C1C1=CC=CC2=CC=CC(=C12)Cl)F)O[C@@H](C)[C@H]1N(CCC1)C)C=NN3[C@@H]3C[C@H](NCC3)CC#N